(E)-3-(1H-indol-3-yl)prop-2-enoic acid N1C=C(C2=CC=CC=C12)/C=C/C(=O)O